pentachlorogold Cl[Au](Cl)(Cl)(Cl)Cl